(3E)-13,13-diheptyloxy-3-tridecen-1-ol C(CCCCCC)OC(CCCCCCCC/C=C/CCO)OCCCCCCC